ClC1=C(C(=CC=C1)C=1C(=CC=CC1)C=1C(=CC=CC1)C1=C(C(=CC=C1)[N+](=O)[O-])F)N 3-chloro-2'''-fluoro-3'''-nitro-[1,1':2',1'':2'',1'''-quaterphenyl]-2-amine